O=C1N(C(C2=CC=CC=C12)=O)C1CC(C1)OC1=CC=C(C=C1)C(C)(C)C1=CC=C(OC=2C(=NC=C(C2)F)C#N)C=C1 3-(4-(2-(4-((1r,3r)-3-(1,3-dioxoisoindolin-2-yl)cyclobutoxy)phenyl)propane-2-yl)phenoxy)-5-fluoropyridinecarbonitrile